ClC=1C=C(C=CC1)N1C(\C(\CC1=O)=C/C1=C(OC2=CC=C(C(=O)OCC)C=C2)C=CC=C1)=O ethyl (Z)-4-(2-((1-(3-chlorophenyl)-2,5-dioxopyrrolidin-3-ylidene)methyl)phenoxy)benzoate